CC1N(C(CC1)C)BBr (2,5-dimethyl-pyrrolidino)bromoborane